(2R,3S)-1-[2-(3,4-dihydro-2H-1,4-benzoxazine-6-sulfonyl)-2H,4H,5H,6H-pyrrolo[3,4-c]pyrazol-5-yl]-3-hydroxy-2-phenylbutan-1-one O1CCNC2=C1C=CC(=C2)S(=O)(=O)N2N=C1C(=C2)CN(C1)C([C@@H]([C@H](C)O)C1=CC=CC=C1)=O